BrC=1C=C(C=C(C1)NCCN)NC(=O)NC1=C(C=CC(=C1)Br)CO 1-[3-bromo-5-(2-aminoethylamino)phenyl]-3-(5-bromo-2-hydroxymethylphenyl)urea